mercury purine N1=CN=C2N=CNC2=C1.[Hg]